(R)-1-((4-hydroxy-1-(3-phenylbutyryl)piperidin-4-yl)methyl)-N-(2-hydroxyethyl)-6-oxo-4-phenyl-1,6-dihydropyridine-3-carboxamide OC1(CCN(CC1)C(C[C@@H](C)C1=CC=CC=C1)=O)CN1C=C(C(=CC1=O)C1=CC=CC=C1)C(=O)NCCO